C1(CC1)N1C=NC2=C1C(=C(C(=C2)C2(N(CCC2C2=NNC(=C2C(=O)N)NC)C(C=C)=O)COC)F)F 3-[2-(1-cyclopropyl-6,7-difluoro-1,3-benzodiazol-5-yl)(methoxymethyl)-1-(prop-2-enoyl)pyrrolidin-3-yl]-5-(methylamino)pyrazole-4-carboxamide